N[C@H]1C[C@@H](CC1)OC1=C(C(=CC=C1)F)C1=CC(=NN1)NC=1N=CC(=NC1)C#N 5-((5-(2-(((1R,3R)-3-aminocyclopentyl)oxy)-6-fluorophenyl)-1H-pyrazol-3-yl)amino)pyrazine-2-carbonitrile